FC(C1=CC=C(C=C1)N1N=NC(=C1C(=O)N(C)OC)C)F 1-(4-(difluoromethyl)phenyl)-N-methoxy-N,4-dimethyl-1H-1,2,3-triazole-5-carboxamide